FC1(CCC(CC1)C(=O)Cl)F 4,4-difluorocyclohexanecarbonyl chloride